7-(5-chloro-2-methoxyphenyl)-5-methoxycinnoline ClC=1C=CC(=C(C1)C1=CC(=C2C=CN=NC2=C1)OC)OC